3,3-bis(N-carbazolyl)-1,1-biphenyl C1=CC=CC=2C3=CC=CC=C3N(C12)C1(CC(=CC=C1)C1=CC=CC=C1)N1C2=CC=CC=C2C=2C=CC=CC12